FC(OC1=NC(=C(C(=O)OC)C=C1)OC)F methyl 6-(difluoromethoxy)-2-methoxynicotinate